NCCNCCCN 3-(2-aminoethyl)amino-propylamine